NC=1C(=NC=NC1Cl)NC=1C(=CC(=C(C1)C1=CC=C(C=C1)C(=O)N(C)C)F)N1CCN(CCC1)C 5'-((5-amino-6-chloropyrimidin-4-yl)amino)-2'-fluoro-N,N-dimethyl-4'-(4-methyl-1,4-diazepan-1-yl)-[1,1'-biphenyl]-4-carboxamide